C(C)OC(=O)C1=NOC2=C1C=C(C=C2)C 5-methylbenzo[d]isoxazole-3-carboxylic acid ethyl ester